ClC1=CC(=C(C=C1C)O)C1=C(C=CC(=C1)OCC1OCCC1)F 4-chloro-2-[2-fluoro-5-(oxolan-2-ylmethoxy)phenyl]-5-methylphenol